BrCCCOC1=C(C=C(C(=C1)OC)CN1CCOCC1)C(C)=O 1-(2-(3-bromopropyloxy)-4-methoxy-5-morpholinomethylphenyl)ethan-1-one